COC(=O)C1C2(C(C2CN1)(C)C)C(C)=O.O1C(=CC=C1)C1=CC(=NO1)C(=O)NCCN1N=CC(=C1)I 5-(furan-2-yl)-N-(2-(4-iodo-1H-pyrazol-1-yl)ethyl)isoxazole-3-carboxamide methyl-1-acetyl-6,6-dimethyl-3-azabicyclo[3.1.0]hexane-2-carboxylate